ClC=1C(=NC=CC1C1=NC(=C(C=C1)CNC[C@H]1NC(CC1)=O)OC)C=1C(=C(C=CC1)NC(C1=NC=C(C=C1)CN1C[C@H](CC1)O)=O)C N-(3-(3'-chloro-6-methoxy-5-(((((S)-5-oxopyrrolidin-2-yl)methyl)amino)methyl)-[2,4'-bipyridin]-2'-yl)-2-methylphenyl)-5-(((S)-3-hydroxypyrrolidin-1-yl)methyl)picolinamide